B(O)(O)O.OCC(CO)(CO)CO pentaerythritol borate salt